4-bromo-2-methyl-7-((tetrahydrofuran-2-yl)methoxy)-2H-indazole BrC=1C2=CN(N=C2C(=CC1)OCC1OCCC1)C